potassium oleic acid salt C(CCCCCCC\C=C/CCCCCCCC)(=O)[O-].[K+]